2-[(E)-2-(4-methoxyphenyl)vinyl]-5-[(5-methoxypyridin-2-yl)methoxy]-1,3-benzoxazole COC1=CC=C(C=C1)/C=C/C=1OC2=C(N1)C=C(C=C2)OCC2=NC=C(C=C2)OC